N-(2,6-dimethylpyrimidin-4-yl)-6-[4-[[(2R)-1-ethylazetidin-2-yl]methoxy]-2-methyl-pyrazol-3-yl]imidazo[1,2-a]pyridin-2-amine CC1=NC(=CC(=N1)NC=1N=C2N(C=C(C=C2)C=2N(N=CC2OC[C@@H]2N(CC2)CC)C)C1)C